3,4-dihydro-2H-benzo[b][1,4]oxazine-7-carbonitrile, formic acid salt C(=O)O.O1C2=C(NCC1)C=CC(=C2)C#N